trans-2-Undecenoic acid C(\C=C\CCCCCCCC)(=O)O